5-phenylpentanylmethacrylate (5-phenylpentyl methacrylate) C1(=CC=CC=C1)CCCCCC=C(C(=O)O)C.C1(=CC=CC=C1)CCCCCOC(C(=C)C)=O